N1CC(=CC2=CC=CC=C12)C(=O)N 1H-quinoline-3-carboxamide